C(C)C1=CC=C(OCCNC)C=C1 2-(4-ethylphenoxy)-N-methylethan-1-amine